C1(=CC=CC2=CC=CC=C12)CCS(=O)(=O)O naphthaleneethanesulfonic acid